The molecule is an ethyl ester, a member of maleimides and an organic heterotricyclic compound. It derives from an ATTO 425-2. CCOC(=O)C1=CC2=CC3=C(C=C2OC1=O)N(C(CC3C)(C)C)CCCC(=O)NCCN4C(=O)C=CC4=O